[C@@H]1(CC=CCC1)C(=O)OCC ethyl (R)-3-cyclohexene-1-carboxylate